COC(NC=1NC2=C(N1)C=CC(=C2)[N+](=O)[O-])=O 5-nitrobenzimidazole-2-carbamic acid methyl ester